C(#N)C1=CNC2=C(C=CC(=C12)F)N1CCC(CC1)C1=CC=C(C=C1)N1CCC(CC1)CN1CCN(CC1)C1=CC(=C(C(=O)NC2C(NC(CC2)=O)=O)C=C1)F 4-{4-[(1-{4-[1-(3-Cyano-4-fluoro-1H-indol-7-yl)piperidin-4-yl]phenyl}piperidin-4-yl)methyl]piperazin-1-yl}-N-(2,6-dioxopiperidin-3-yl)-2-fluorobenzamide